C([C@H]1[C@H](C(=O)O)CC=CC1)(=O)O trans-1,2,3,6-tetrahydrophthalic acid